FC(C1=CC=C(C=C1)S(=O)(=O)OC1=C(C=CC=2CC3N(CCC4=CC5=C(C=C34)OCO5)CC12)OC)(F)F 9-(4-trifluoromethyl-benzenesulfonyloxy)-10-methoxy-5,8,13,13a-tetrahydro-6H-[1,3]dioxolo[4,5-g]isoquino[3,2-a]isoquinoline